trimethyl-[2-[5-(trifluoromethyl)-2-pyridinyl]ethyl]silane C[Si](CCC1=NC=C(C=C1)C(F)(F)F)(C)C